CCCCCCCCCCCCCCCCCCCCCCCC n-tetracosan